C(CCCCCCCCCCCCCCC)N1C(=C(C(C2=C(C=C(C=C12)OCC)OCC)=O)OCC)C1=CC(=C(C(=C1)OCC)OCC)OCC N-hexadecyl-2-(3,4,5-triethoxyphenyl)-3,5,7-triethoxyquinolin-4-one